2,4-dichloro-6-((methylsulfonyl)methyl)pyrimidine ClC1=NC(=CC(=N1)Cl)CS(=O)(=O)C